tert-butyl (S)-3-((S)-1-(tert-butoxy)-3-(3-formylphenyl)-1-oxopropan-2-yl)pyrrolidine-1-carboxylate C(C)(C)(C)OC([C@@H](CC1=CC(=CC=C1)C=O)[C@H]1CN(CC1)C(=O)OC(C)(C)C)=O